CC(C(=O)OCC=C)(CC=O)C allyl 2,2-dimethyl-4-oxobutyrate